CC1=CC=C(C=C1)S(=O)(=O)OCC=1C=CN(S(C1)(=O)=O)C(=O)OC(C)(C)C tert-butyl 5-((p-toluenesulfonyloxy) methyl)-1,2-thiazine-2-carboxylate 1,1-dioxide